(S)-4,5-dimethyl-2-(((6-((6-(trifluoromethyl)pyridin-3-yl)methyl)pyridin-3-yl)methyl)amino)-4,5,9,10-tetrahydro-6H,8H-pyrido[3,2,1-de]pteridin-6-one CN1[C@H](C(N2C3=C(N=C(N=C13)NCC=1C=NC(=CC1)CC=1C=NC(=CC1)C(F)(F)F)CCC2)=O)C